(trans-3-(3-cyclopropyl-4-(5-fluoro-3-methylpyridin-2-yl)-1H-pyrazol-1-yl)cyclobutyl)methanamine C1(CC1)C1=NN(C=C1C1=NC=C(C=C1C)F)[C@@H]1C[C@H](C1)CN